ClC1=CC(N(C(N1CC1=C(C#N)C=CC=C1)=O)C)=O (6-chloro-3-methyl-2,4-dioxo-3,4-dihydro-2H-pyrimidine-1-ylmethyl)-benzonitrile